N[C@@H](CC1=CC=CC=C1)C(=O)N PHENYLALANINAMIDE